4-methoxy-6-(1-(1-((4-nitrophenyl)sulfonyl)piperidin-4-yl)-1H-pyrazol-4-yl)pyrazolo[1,5-a]pyridine-3-carbonitrile COC=1C=2N(C=C(C1)C=1C=NN(C1)C1CCN(CC1)S(=O)(=O)C1=CC=C(C=C1)[N+](=O)[O-])N=CC2C#N